C(C)C1=CC=C(C=C1)N1N=CC(=C1)C=1C=C2C(=CNC2=CC1)NS(=O)(=O)C=1C=NN(C1)C N-(5-(1-(4-ethylphenyl)-1H-pyrazol-4-yl)-1H-indol-3-yl)-1-methyl-1H-pyrazole-4-sulfonamide